OC1=C(C(N(C2=CC=CC=C12)CC(C)C)=O)C(=O)NC1=NN(C=C1)C 4-hydroxy-1-isobutyl-N-(1-methyl-1H-pyrazol-3-yl)-2-oxo-1,2-dihydroquinoline-3-carboxamide